3-[(1-hydroxyethyl)-4-methyl-5-oxo-4,5-dihydro-1H-1,2,4-triazol-1-yl]-2-[(2R)-pentan-2-yloxy]benzamide OC(C)C1=NN(C(N1C)=O)C=1C(=C(C(=O)N)C=CC1)O[C@H](C)CCC